COC(=O)C1=CC2=C(S1)C=C(C=C2N2CCOCC2)OC(C)C 6-Isopropoxy-4-(4-morpholinyl)benzo[b]thiophene-2-carboxylic acid methyl ester